NCCCC(=O)[O-] 4-aminobutyrate